FC1=C(C=C(C=C1)F)[C@H]1N(CC[C@H](C1)N(C(C(F)(F)F)=O)C)C(=O)N1CC2(CCCC2)[C@H](CC1)CN1C(COCC1)=O N-((2S,4R)-2-(2,5-difluorophenyl)-1-((S)-10-((3-oxomorpholino)methyl)-7-azaspiro[4.5]decane-7-carbonyl)piperidin-4-yl)-2,2,2-trifluoro-N-methylacetamide